N-[(3S,4S)-3-methyl-1-(tetrahydro-2H-pyran-4-yl)-4-piperidyl]-6-[3-(4-mesyl-2-methoxyphenoxy)-1-propynyl]-1-(2,2,2-trifluoroethyl)-1H-1,3-benzimidazole-4-carboxamide C[C@H]1CN(CC[C@@H]1NC(=O)C1=CC(=CC=2N(C=NC21)CC(F)(F)F)C#CCOC2=C(C=C(C=C2)S(=O)(=O)C)OC)C2CCOCC2